4-ethynyl-1-methylpyrazole C(#C)C=1C=NN(C1)C